benzyl 4-(1-(1-(tert-butoxycarbonyl) azetidin-3-yl)piperidin-4-yl)piperazine-1-carboxylate C(C)(C)(C)OC(=O)N1CC(C1)N1CCC(CC1)N1CCN(CC1)C(=O)OCC1=CC=CC=C1